CCC(=C(C(=O)OCC)N)CC diethyl amino ethyl acrylate